COC1=C(C=CC(=C1)NC(=O)C1(CCCC1)C1=CC=CC=C1)NC(C1=C(C=CC=C1)Cl)=O N-(2-methoxy-4-(1-phenylcyclopentane-1-carboxamido)phenyl)-2-chlorobenzamide